1-Methyl-5-(1,1,1-trifluoro-2-methylpropan-2-yl)-1H-pyrazol-3-amine CN1N=C(C=C1C(C(F)(F)F)(C)C)N